O=C1N(C(C2=CC=CC=C12)=O)[C@H]1C[C@@H](C[C@@H]1F)C(=O)OCC |r| (±)-ethyl (1S,3S,4S)-3-(1,3-dioxoisoindolin-2-yl)-4-fluorocyclopentane-1-carboxylate